4-(6-(5-(3-fluoro-2-methylbenzoyl)hexahydropyrrolo[3,4-c]pyrrol-2(1H)-yl)pyridin-3-yl)pyrazolol FC=1C(=C(C(=O)N2CC3C(C2)CN(C3)C3=CC=C(C=N3)C=3C(=NNC3)O)C=CC1)C